piperidine-1,4-dicarboxylic acid 1-tert-butyl 4-ethyl ester C(C)OC(=O)C1CCN(CC1)C(=O)OC(C)(C)C